tert-Butyl N-[2-[2-(5-amino-2,4-difluoro-phenyl)phenoxy]ethyl]carbamate NC=1C(=CC(=C(C1)C1=C(OCCNC(OC(C)(C)C)=O)C=CC=C1)F)F